(S)-3-{[3-(dimethylaminosulfonylamino)-2-fluorophenyl]methyl}-8-fluoro-4-methyl-7-(3-pyridazinyloxy)-3,4-dihydro-2H-1,3-benzoxazin-2-one CN(S(=O)(=O)NC=1C(=C(C=CC1)CN1C(OC2=C([C@@H]1C)C=CC(=C2F)OC=2N=NC=CC2)=O)F)C